3,4-difluoro-5-[[3-fluoro-2-(2-fluoroethylsulfamoylamino)pyridin-4-yl]methyl]-2-(2-fluoro-4-iodoanilino)benzamide FC=1C(=C(C(=O)N)C=C(C1F)CC1=C(C(=NC=C1)NS(NCCF)(=O)=O)F)NC1=C(C=C(C=C1)I)F